C1(=CC=C(C=C1)C=1N=C(NC1)CC1=C(C=C(C=C1)Cl)Cl)C1=CC=CC=C1 4-(4-Biphenylyl)-2-(2,4-dichlorobenzyl)imidazole